tert-butyl 7-(4-(6-((tetrahydro-2H-pyran-2-yl) oxy)-3,4-dihydronaphthalen-1-yl) phenyl)-2,7-diazaspiro[3.5]nonane-2-carboxylate O1C(CCCC1)OC=1C=C2CCC=C(C2=CC1)C1=CC=C(C=C1)N1CCC2(CN(C2)C(=O)OC(C)(C)C)CC1